BrC=1C(=NC(=CC1)C=1NC=C(N1)C(F)(F)F)OC 3-bromo-2-methoxy-6-[4-(trifluoromethyl)-1H-imidazol-2-yl]pyridine